2'-(aminomethyl)-3-methyl-7-fluoro-3,4-dihydrospiro[benzo[d][1,2]thiazine-1,1'-cyclopropane]-2,2-dioxide NCC1C2(C1)C1=C(CN(S2(=O)=O)C)C=CC(=C1)F